5-bromo-3-(1-(2-(1-((5-bromo-1-ethyl-1H-pyrazol-4-yl)methyl)-3-methyl-1H-1,2,4-triazol-5-yl)-5-fluorophenyl)ethoxy)-2-nitropyridine BrC=1C=C(C(=NC1)[N+](=O)[O-])OC(C)C1=C(C=CC(=C1)F)C1=NC(=NN1CC=1C=NN(C1Br)CC)C